3-(2-(2-chloro-5-oxo-5,7-dihydro-6H-pyrrolo[3,4-b]pyridin-6-yl)ethyl)-1,1-dimethylurea ClC1=CC=C2C(=N1)CN(C2=O)CCNC(N(C)C)=O